(R*)-N5-((1R,5S,6r)-3-Oxabicyclo[3.1.0]hexan-6-yl)-N7-methyl-3-phenyl-2,3-dihydrobenzofuran-5,7-dicarboxamid [C@H]12COC[C@@H]2C1NC(=O)C=1C=C(C2=C([C@H](CO2)C2=CC=CC=C2)C1)C(=O)NC |o1:14|